ClC=1C2=CN(N=C2C=CC1C1=CN(C2=NC(=CN=C21)N2C1CC(CC2CC1)NC(OC(C)(C)C)=O)COCC[Si](C)(C)C)C1COC1 tert-butyl (endo-8-(7-(4-chloro-2-(oxetan-3-yl)-2H-indazol-5-yl)-5-((2-(trimethylsilyl)ethoxy)methyl)-5H-pyrrolo[2,3-b]pyrazin-3-yl)-8-azabicyclo[3.2.1]octan-3-yl)carbamate